N-(2-methoxy-ethyl)-4-[4-(2-oxo-1,2-dihydro-[1,8]naphthyridin-3-yl)-[1,2,3]triazol-1-yl]-benzamide COCCNC(C1=CC=C(C=C1)N1N=NC(=C1)C=1C(NC2=NC=CC=C2C1)=O)=O